BrC1=CC=C(C=C1)NS(=O)(=O)C=1C=C(C(=O)NC2=CC=CC=C2)C=CC1OC 3-(N-(4-bromophenyl)sulfamoyl)-4-methoxy-N-phenylbenzamide